N-(3-(azepan-1-yl)-4-(4-methyl-2-(thiophen-3-yl)piperazine-1-carbonyl)phenyl)cyclopropanecarboxamide N1(CCCCCC1)C=1C=C(C=CC1C(=O)N1C(CN(CC1)C)C1=CSC=C1)NC(=O)C1CC1